CC1CCC12CC(C2)NC(=O)C2=C(SC(=C2C(=O)C2=CC=C(C=C2)C2=CC=CC=C2)C)C Methyl-6-(4-([1,1'-biphenyl]-4-carbonyl)-2,5-dimethylthiophene-3-carboxamido)spiro[3.3]heptane